BrC=1C=C(C=2C(=CNC2C1)SC1=CC=C(C=C1)C(F)(F)F)C(=O)NC1CC2(CC(C2)C(=O)O)C1 (±)-6-(6-Bromo-3-((4-(trifluoromethyl)phenyl)mercapto)-1H-indol-4-amido)spiro[3.3]heptane-2-carboxylic acid